5-hydroxy-4,4-dimethylpentyl benzoate C(C1=CC=CC=C1)(=O)OCCCC(CO)(C)C